dodecylbenzenesulphonic acid CCCCCCCCCCCCC1=CC=CC=C1S(=O)(=O)O